(E)-N-((R)-1-(3,4-dimethoxyphenyl)ethyl)-3-(5-(3-(S-methylsulfonimidoyl)phenyl)-1H-pyrrolo[2,3-b]pyridin-3-yl)acrylamide COC=1C=C(C=CC1OC)[C@@H](C)NC(\C=C\C1=CNC2=NC=C(C=C21)C2=CC(=CC=C2)S(=O)(=N)C)=O